FC=1C=C(CN2CC3=C(CC2)N(N(C3=O)CC3=CC=C(C=C3)F)CCN3C(C2=CC=CC=C2C3=O)=O)C=C(C1)F 2-(2-(5-(3,5-difluorobenzyl)-2-(4-fluorobenzyl)-3-oxo-2,3,4,5,6,7-hexahydro-1H-pyrazolo[4,3-c]pyridin-1-yl)ethyl)isoindoline-1,3-dione